C1(=CC=CC=C1)CS(=O)(=O)NC1=C(C(=C(C=C1F)OC1=NC=CC=C1C1=NC(=NC=C1)NC1CNCC(C1)(C)CF)F)F 1-phenyl-N-(2,3,6-trifluoro-4-((3-(2-((5-(fluoromethyl)-5-methylpiperidin-3-yl)amino)pyrimidin-4-yl)pyridin-2-yl)oxy)phenyl)methanesulfonamide